N1(CCC1)C(=O)NCC(=O)N1[C@@H](C[C@H](C1)F)C(=O)N[C@@H](C1=CC=CC=C1)C1=NC=C(C=C1)C1CC(C1)(F)F (2S,4R)-1-{2-[(azetidine-1-carbonyl)amino]acetyl}-N-[(S)-[5-(3,3-difluorocyclobutyl)pyridin-2-yl](phenyl)methyl]-4-fluoropyrrolidine-2-carboxamide